CN(C)CC1C(N(CC2(CC2)C1)CC1=CC=C(C=C1)OCC(C)C)=O 7-[(dimethylamino)methyl]-5-[[4-(2-methylpropyloxy)phenyl]methyl]-5-azaspiro[2.5]octan-6-one